N-((R)-3-methoxy-1-(((R)-4-(4-methoxyphenyl)-1-(4,4,5,5-tetramethyl-1,3,2-dioxaborolan-2-yl)butyl)amino)-1-oxopropan-2-yl)pyrazine-2-carboxamide COC[C@H](C(=O)N[C@@H](CCCC1=CC=C(C=C1)OC)B1OC(C(O1)(C)C)(C)C)NC(=O)C1=NC=CN=C1